C(C)(C)(C)OC(=O)N1C[C@H](NCC1)C#N.ClC1=CNC=2N=C(N=C(C21)N[C@H]2CN(CC[C@@H]2F)C(C=C)=O)NC=2C=NN(C2)CC 1-((3S,4S)-3-(5-chloro-2-(1-ethyl-1H-pyrazol-4-ylamino)-7H-pyrrolo[2,3-d]pyrimidin-4-ylamino)-4-fluoropiperidin-1-yl)prop-2-en-1-one tert-butyl-(3S)-3-cyanopiperazine-1-carboxylate